Cl.Cl.S1C(=CC=C1)CC1=CC2=NC=CC(=C2S1)N [(thiophen-2-yl)methyl]thieno[3,2-b]pyridin-7-amine dihydrochloride